C(CCCCCCCCCCC\C=C/CCCCCCCC)(=O)OCCC(CCCC(C)C)C 3,7-dimethyloctyl erucate